C[C@H]1N(C[C@@H]([C@H]([C@@H]1O)O)O)C[C@H](C)C1=CC=CC=C1 (2R,3R,4R,5s)-2-methyl-1-((R)-2-phenylpropyl)piperidine-3,4,5-triol